N-(3-((6-fluoroquinolin-4-yl)oxy)-5-methoxyphenyl)acetamide FC=1C=C2C(=CC=NC2=CC1)OC=1C=C(C=C(C1)OC)NC(C)=O